CC1=CC=2CC3=CC(=C(C=C3C2C=C1C)C)C 2,3,6,7-tetramethylfluorene